CC1=CSC=2C(=NNC(C21)=O)C=2C=C1CCN(CC1=CC2)C(=O)OCC2=CC=CC=C2 benzyl 6-(3-methyl-4-oxo-5H-thieno[2,3-d]pyridazin-7-yl)-3,4-dihydro-1H-isoquinoline-2-carboxylate